COC(C1=C(C(=C(C(=C1)[N+](=O)[O-])O)F)F)=O 2,3-difluoro-4-hydroxy-5-nitrobenzoic acid methyl ester